OC1=C(C=CC(=C1)OCCC)C1=NC(=NC(=N1)C1=CC=CC=C1)C1=CC=CC=C1 2-(2-hydroxy-4-propoxyphenyl)-4,6-diphenyl-1,3,5-triazine